5-fluoro-2-methoxy-N,N-dimethyl-4-[5-oxo-4-[(5-piperazin-1-yl-2-pyridyl)amino]-6H-1,6-naphthyridin-2-yl]benzamide FC=1C(=CC(=C(C(=O)N(C)C)C1)OC)C1=NC=2C=CNC(C2C(=C1)NC1=NC=C(C=C1)N1CCNCC1)=O